3-bromo-N-(5-chloro-2-(2-methoxyethoxy)phenyl)thiophene-2-carboxamide BrC1=C(SC=C1)C(=O)NC1=C(C=CC(=C1)Cl)OCCOC